CC=1N=C2N(N=C(C=C2C)C2=CC(=C3C=C(N=NC3=C2)C2CCNCC2)F)C1 4-[7-(2,8-dimethylimidazo[1,2-b]pyridazin-6-yl)-5-fluorocinnolin-3-yl]piperidin